3-((5-chloro-2-hydroxyphenyl)carbamoyl)bicyclo[1.1.1]Pentane-1-carboxylic acid methyl ester COC(=O)C12CC(C1)(C2)C(NC2=C(C=CC(=C2)Cl)O)=O